C(C)(C)(C)C=1C=C(C=C(C1O)C(C)(C)C)SN1CC(N(CC1)CC1=C(C(=C(C=C1)OC)OC)OC)CCC N-[(3,5-di-tert-butyl-4-hydroxy-1-phenylsulfanyl)]-3-propyl-N'-(2,3,4-trimethoxybenzyl)piperazine